[K].ClC1=C(C=C(C=C1)F)\C(=C(\CC)/C1=CC=C(C=C1)O[C@@H]1CN(CC1)CCCF)\C=1C=C2C=NN(C2=CC1)C1OCCCC1 5-[(1Z)-1-(2-chloro-5-fluorophenyl)-2-(4-{[(3S)-1-(3-fluoropropyl)pyrrolidin-3-yl]oxy}phenyl)but-1-en-1-yl]-1-(oxan-2-yl)-1H-indazole potassium